O[C@H]1[C@H](CCC1)CN1C(C2=CC(=C(C=C2C1)NC(=O)C=1C=NN2C1N=CC=C2)N2CCOCC2)=O N-[2-[[(1R,2R)-2-hydroxycyclopentyl]methyl]-6-morpholino-1-oxo-isoindolin-5-yl]pyrazolo[1,5-a]pyrimidine-3-carboxamide